N-{5-[2-(2-chlorophenyl)acetylamino]pyridazin-3-yl}-N-(3,4-difluorophenyl)acetamide ClC1=C(C=CC=C1)CC(=O)NC=1C=C(N=NC1)N(C(C)=O)C1=CC(=C(C=C1)F)F